ethyl 2-(3-(p-toluenesulfonyloxy)propoxy)acetate CC1=CC=C(C=C1)S(=O)(=O)OCCCOCC(=O)OCC